The molecule is a retinal in which all four exocyclic double bonds have E- (trans-) geometry. It has a role as a gap junctional intercellular communication inhibitor, a human metabolite and a mouse metabolite. CC1=C(C(CCC1)(C)C)/C=C/C(=C/C=C/C(=C/C=O)/C)/C